N1=C(C=CC=C1)[C@@H](C)NC(=O)[C@@H]1CN(CC[C@H]1NC(=O)C1=NOC(=N1)C1=C(C=C(C=C1)F)F)CC1CC1 (3R,4R)-1-Cyclopropylmethyl-4-{[5-(2,4-difluoro-phenyl)-[1,2,4]oxadiazole-3-carbonyl]-amino}-piperidine-3-carboxylic acid ((R)-1-pyridin-2-yl-ethyl)-amide